di(cyclopentadienyl)-bis[2,6-difluoro-3-(3-(1H-pyrrol-1-yl)propyl)phenyl]titanium C1(C=CC=C1)[Ti](C1=C(C(=CC=C1F)CCCN1C=CC=C1)F)(C1=C(C(=CC=C1F)CCCN1C=CC=C1)F)C1C=CC=C1